ethyl 2-(pyridazin-3-yl)-6-(thiazole-5-carbonyl)-2,6-diazaspiro[3.4]octane-8-carboxylate N1=NC(=CC=C1)N1CC2(C1)CN(CC2C(=O)OCC)C(=O)C2=CN=CS2